O[C@@H]1CC[C@]2(OC=3C4=C(C=C(C3C[C@H]2C1(C)C)OCOC)OC(=C(C4=O)OCOC)C4=CC=C(C=C4)OCOC)C (7aS,9R,11aR)-9-hydroxy-2,6-bis(methoxymethoxy)-3-(4-(methoxymethoxy)phenyl)-8,8,11a-trimethyl-7a,8,9,10,11,11a-hexahydro-1H,7H-pyrano[2,3-c]xanthen-1-one